[Se].[Li] lithium selenium